C1(CC1)C=1N=NN(C1)[C@H](C(=O)N1[C@@H](C[C@H](C1)O)C(=O)NCC1=CC=C(C=C1)OC1CCN(CC1)C)C(C)(C)C (2S,4r)-1-[(2S)-2-(4-cyclopropyl-triazol-1-yl)-3,3-dimethyl-butyryl]-4-hydroxy-N-[[4-[(1-methyl-4-piperidinyl)oxy]phenyl]methyl]pyrrolidine-2-carboxamide